TERT-BUTYL (5-(8-AMINOIMIDAZO[1,2-A]PYRIDIN-5-YL)-7-ISOPROPYL-7H-PYRROLO[2,3-D]PYRIMIDIN-4-YL)(TERT-BUTOXYCARBONYL)CARBAMATE NC=1C=2N(C(=CC1)C1=CN(C=3N=CN=C(C31)N(C(OC(C)(C)C)=O)C(=O)OC(C)(C)C)C(C)C)C=CN2